C1(CCC1)CC1=CN(C=2C1=NC=C(C2)C=2C(=NOC2C)C)C2=C(C(=C(C(=O)O)C=C2)F)OC 4-(3-(cyclobutylmethyl)-6-(3,5-dimethylisoxazol-4-yl)-1H-pyrrolo[3,2-b]pyridin-1-yl)-2-fluoro-3-methoxybenzoic acid